7-((2R)-1-(dimethylamino)-2-propanyl)-4-(2-fluorophenyl)-2-(2-(2-propenoyl)-2,6-diazaspiro[3.4]octan-6-yl)-5,6,7,8-tetrahydro-1,7-naphthyridine-3-carbonitrile CN(C[C@@H](C)N1CCC=2C(=C(C(=NC2C1)N1CC2(CN(C2)C(C=C)=O)CC1)C#N)C1=C(C=CC=C1)F)C